ClC1=CC=C(C=C1)C=1N=C(OC1)[C@@H]1CC[C@H](CC1)C(=O)O trans-4-(4-(4-chlorophenyl)oxazol-2-yl)cyclohexanecarboxylic acid